N-(cyclopropylmethyl)-4-(3,4-difluorophenyl)-1-(2-oxo-1,2-dihydroquinoline-4-carbonyl)piperazine-2-Carboxamide C1(CC1)CNC(=O)C1N(CCN(C1)C1=CC(=C(C=C1)F)F)C(=O)C1=CC(NC2=CC=CC=C12)=O